[Na].ClC=1C(=NC=CC1S)NCCO 3-chloro-2-((2-hydroxyethyl)amino)pyridine-4-thiol sodium salt